tert-butyl (1R,4R)-5-[6-[(E)-3-ethoxy-3-oxo-prop-1-enyl]-2-pyridyl]-2,5-diazabicyclo[2.2.1]heptane-2-carboxylate C(C)OC(/C=C/C1=CC=CC(=N1)N1[C@H]2CN([C@@H](C1)C2)C(=O)OC(C)(C)C)=O